2-(2-butoxycarbonylphenyl)formyloxy-1,3-propanediol C(CCC)OC(=O)C1=C(C=CC=C1)C(=O)OC(CO)CO